4-[({[4-(Pyrrolidin-1-ylmethyl)phenyl]methyl}amino)methyl]benzonitril N1(CCCC1)CC1=CC=C(C=C1)CNCC1=CC=C(C#N)C=C1